(-)-acetyl-l-tartaric acid C(C)(=O)[C@@](C(=O)O)(O)[C@@H](O)C(=O)O